1-(2,6-dichlorophenyl)-4-(pyrazolo[1,5-a]pyrimidin-3-ylamino)-1H-pyrazole-3-carboxamide ClC1=C(C(=CC=C1)Cl)N1N=C(C(=C1)NC=1C=NN2C1N=CC=C2)C(=O)N